(1R,3s,5S)-3-(3,5-dibromo-1H-pyrazol-1-yl)-8-azabicyclo[3.2.1]octane-8-carboxylic acid tert-butyl ester C(C)(C)(C)OC(=O)N1[C@H]2CC(C[C@@H]1CC2)N2N=C(C=C2Br)Br